C(N)(=N)C=1C=C(SC1)CNC(=O)[C@H]1N(C[C@@H](C1)CC1=CC=C(C=C1)C(F)(F)F)C(CNC(C1=CC=C(C=C1)OC1=CC=CC=C1)=O)=O (2S,4R)-N-((4-carbamimidoylthiophen-2-yl)methyl)-1-((4-phenoxybenzoyl)glycyl)-4-(4-(trifluoromethyl)benzyl)pyrrolidine-2-carboxamide